Cl.[N+](=O)([O-])C1=CC=C(C=C1)NN p-nitrophenylhydrazine hydrochloride salt